CC1=CNC2=NC=C(C=C21)C=2C=C1CCN(CC1=C(C2)[C@H]2NCCC2)C(CC2CCOCC2)=O (S)-1-(6-(3-methyl-1H-pyrrolo[2,3-B]pyridin-5-yl)-8-(pyrrolidin-2-yl)-3,4-dihydroisoquinolin-2(1H)-yl)-2-(tetrahydro-2H-pyran-4-yl)ethanone